3-[(Benzyloxycarbonyl)amino]-1-propanal C(C1=CC=CC=C1)OC(=O)NCCC=O